Cl.N[C@@H]1[C@H](CCC(C1)(F)F)O (1S,2S)-2-Amino-4,4-difluorocyclohexan-1-ol hydrochloride